C(#N)[C@]1(O[C@@H]([C@H]([C@H]1O)O)CO)C1=CC=C2C(=NC=NN21)NC(N(CC)CC)=O 3-(7-((2R,3R,4S,5R)-2-cyano-3,4-dihydroxy-5-(hydroxymethyl)tetrahydrofuran-2-yl)pyrrolo[2,1-f][1,2,4]triazin-4-yl)-1,1-diethylurea